ClC1=[N+](C=CC2=C1CCO2)[O-] 4-Chloro-2,3-dihydrofurano[3,2-c]pyridine 5-oxide